C1(=CC=CC=C1)/C=C/CC12CCC(CC1)(N2)[C@H](O)C=2C=NC=C(C2)F (R)-{4-[(E)-3-phenyl-2-propenyl]-7-azabicyclo[2.2.1]hept-1-yl}(5-fluoro-3-pyridyl)methanol